O=C1NC(CC[C@H]1N1CCCC2=CC=CC=C12)=O N-[(3R)-2,6-dioxo-3-piperidyl]-1,2,3,4-tetrahydroquinoline